O=C1NC(CCC1N1C(C2=CC=C(C=C2C1)O[C@@H]1[C@H](CCCC1)NC(OC(C)(C)C)=O)=O)=O tert-butyl ((1S,2S)-2-((2-(2,6-dioxopiperidin-3-yl)-1-oxoisoindolin-5-yl)oxy)cyclohexyl)carbamate